C(N)(=O)C1CNCCCC1 3-carbamoylazepane